C(C)OC=1C=C(C=CC1F)C=1C=CC=NC1OC 5-(3-Ethoxy-4-fluorophenyl)-6-methoxypyridin